5-(naphthalen-2-yl)pyridazin-4-amine C1=C(C=CC2=CC=CC=C12)C=1C(=CN=NC1)N